C(C=C)(=O)N1[C@@H](CN(CC1)C1=C(C(N(C2=NC(=C(C=C12)Cl)C1=C(C(=CC(=C1F)Cl)Cl)N)C=1C(=NC=CC1C)C(C)C)=O)C#N)C 4-((R)-4-acryloyl-3-methylpiperazin-1-yl)-7-(2-amino-3,5-dichloro-6-fluorophenyl)-6-chloro-1-(2-isopropyl-4-methylpyridin-3-yl)-2-oxo-1,2-dihydro-1,8-naphthyridine-3-carbonitrile